NC(/C=C/C1=CC=C(C=C1)C(C(=O)OCC1=CC=CC=C1)(C)C)=O benzyl (E)-2-(4-(3-amino-3-oxoprop-1-en-1-yl) phenyl)-2-methylpropionate